1,3-dimethylpyrido[4,3-d]pyrimidine-2,4,5(1H,3H,6H)-trione CN1C(N(C(C2=C1C=CNC2=O)=O)C)=O